2-(2-fluoro-4-methylphenyl)-4-iodo-5-(1H-pyrrolo[2,3-b]pyridin-4-yl)-1H-pyrrole-3-carboxamide FC1=C(C=CC(=C1)C)C=1NC(=C(C1C(=O)N)I)C1=C2C(=NC=C1)NC=C2